CC(C)=CCC[C@@H](C)CCO |r| racemic-citronellol